azetidin-3-ylmethyl 1-[[5-[[4-[[2-(6-methyl-2-pyridyl)pyrimidin-4-yl]amino]pyrimidin-2-yl]amino]-3-pyridyl]methyl]azetidine-3-carboxylate CC1=CC=CC(=N1)C1=NC=CC(=N1)NC1=NC(=NC=C1)NC=1C=C(C=NC1)CN1CC(C1)C(=O)OCC1CNC1